ClC=1C=CC2=C(C(C[C@@H](O2)C(=O)NC23CC(C2)(C3)C=3OC(=NN3)OCCOC(F)(F)F)=O)C1 (2R)-6-chloro-4-oxo-N-(3-{5-[2-(trifluoromethoxy)ethoxy]-1,3,4-oxadiazol-2-yl}bicyclo[1.1.1]pentan-1-yl)-3,4-dihydro-2H-1-benzopyran-2-carboxamide